O[C@H]1CN(C[C@H]1NC1=C2C=CC=NC2=C(C=N1)C1=CC=C(C=C1)C(F)(F)F)C(C=C)=O 1-((3S,4R)-3-hydroxy-4-((8-(4-(trifluoromethyl)phenyl)-1,6-naphthyridin-5-yl)amino)pyrrolidin-1-yl)prop-2-en-1-one